COC1=CC=C(C=C1)C1=NOC(=N1)N1CCC(CC1)C(=O)NCC=1C=NC=NC1 1-(3-(4-Methoxyphenyl)-1,2,4-oxadiazol-5-yl)-N-(pyrimidin-5-ylmethyl)piperidine-4-carboxamide